C[C@H]1[C@@H]([C@H]([C@H]([C@@H](O1)O[C@H]2[C@H]([C@H](O[C@H]([C@@H]2O)OP(=O)(O)OP(=O)(O)OC/C=C(/C)\\CC/C=C(/C)\\CC/C=C(/C)\\CC/C=C(/C)\\CC/C=C(/C)\\CC/C=C(/C)\\CC/C=C(/C)\\CC/C=C(/C)\\CC/C=C(\\C)/CCC=C(C)C)CO)O)O)O)O[C@@H]3[C@H]([C@H]([C@@H]([C@H](O3)CO)O)O)O The molecule is a polyprenyl glycosyl phosphate consisting of alpha-D-mannosyl-(1->4)-alpha-L-rhamnosyl-(1->3)-beta-D-galactose attached at the 1-position to decaprenyl phosphate. It is a conjugate acid of an alpha-D-mannosyl-(1->4)-alpha-L-rhamnosyl-(1->3)-beta-D-galactosyl-1-diphosphodecaprenol(2-).